C(C)(C)(C)C1=C(C=C(C=N1)C=1N=C2SCC(CN2C(C1C#N)=N)C)F 8-(6-tert-butyl-5-fluoropyridin-3-yl)-6-imino-3-methyl-2H,3H,4H,6H-pyrimido[2,1-b][1,3]thiazine-7-carbonitrile